O=C1NC(CCC1N1C(C2=CC=C(C=C2C1=O)N1CC(C1)(C)C#C)=O)=O 2-(2,6-Dioxopiperidin-3-yl)-5-(3-ethynyl-3-methylazetidin-1-yl)isoindoline-1,3-dione